2-chloro-4-(4-methyl-1h-pyrazol-1-yl)pyrimidine ClC1=NC=CC(=N1)N1N=CC(=C1)C